C1(CC1)[C@H]1[C@H]([C@H](O[C@]1(C(F)(F)F)C)C(=O)NC1=CC(=NC=C1)C(=O)N)C1=C(C(=C(C=C1)F)F)OC (2S,3S,4S,5R)-4-[[4-cyclopropyl-3-(3,4-difluoro-2-methoxy-phenyl)-5-methyl-5-(trifluoromethyl)tetrahydrofuran-2-carbonyl]amino]pyridine-2-carboxamide